OCC(C)(C)N1C(NC=C1)=O 1-(1-hydroxy-2-methylpropan-2-yl)-3H-imidazol-2-one